[N+](=O)([O-])C1=CC=C(C=N1)N1CC2=CC=C(C=C2C1)CO [2-(6-nitro-3-pyridyl)isoindolin-5-yl]methanol